(5-bromo-2-methoxy-3-pyridyl)-(6-fluoro-9-methyl-1,3,4,5-tetrahydropyrido[4,3-b]indol-2-yl)methanone BrC=1C=C(C(=NC1)OC)C(=O)N1CC2=C(NC=3C(=CC=C(C23)C)F)CC1